methyl (4-(5-((9-methyl-11-oxo-10,11-dihydrodibenzo[b,f][1,4]oxazepine-8-carboxamido)methyl)thiazol-2-yl)benzyl)-L-prolinate CC1=C(C=CC=2OC3=C(C(NC21)=O)C=CC=C3)C(=O)NCC3=CN=C(S3)C3=CC=C(CN2[C@@H](CCC2)C(=O)OC)C=C3